NC=1C=C(C=C2C=C(N=CC12)NC(=O)[C@H]1[C@H](C1)F)C1=CC2=C(NC=N2)C=C1C |r| (+-)-cis-N-[8-amino-6-(6-methyl-1H-benzimidazol-5-yl)-3-isoquinolinyl]-2-fluoro-cyclopropanecarboxamide